4,6-dimethoxy-2-hydroxyacetophenone CC(=O)C1=C(C=C(C=C1OC)OC)O